N-(cis-4-fluoro-4-(2-(4-(6-fluorobenzo[d]isothiazol-3-yl)piperidin-1-yl)ethyl)cyclohexyl)azetidine-1-carboxamide FC1(CCC(CC1)NC(=O)N1CCC1)CCN1CCC(CC1)C1=NSC2=C1C=CC(=C2)F